L-arabino-hex-1-enitol C(=C(O)[C@H](O)[C@@H](O)[C@@H](O)CO)O